OC(C)(C)C=1C=C(SC1)[S@@](=O)(N)=NC(NC1=C2C(=NC(=C1C)C(F)(F)F)CCC2)=O (R)-4-(2-Hydroxypropan-2-yl)-N'-((3-methyl-2-(trifluoromethyl)-6,7-dihydro-5H-cyclopenta[b]pyridin-4-yl)carbamoyl)thiophene-2-sulfonimidamide